C1(CC1)C=1N(C=2N(C(C(=C(N2)C(F)(F)F)C=2C=NN(C2)CC(C(F)(F)F)(F)F)=O)C1)C 2-cyclopropyl-1-methyl-6-[1-(2,2,3,3,3-pentafluoropropyl)-1H-pyrazol-4-yl]-7-(trifluoromethyl)-1H,5H-imidazo[1,2-a]pyrimidin-5-one